N-(4-(4-(5-Cyanopyrimidin-2-yl)piperazin-1-yl)phenyl)-4-methoxybenzamid C(#N)C=1C=NC(=NC1)N1CCN(CC1)C1=CC=C(C=C1)NC(C1=CC=C(C=C1)OC)=O